N-butyl-N,1,2-trimethyl-5-[7-{[(3S)-3-(morpholin-4-ylmethyl)-3,4-dihydroisoquinolin-2(1H)-yl]carbonyl}-2-(phenylacetyl)-1,2,3,4-tetrahydroisoquinolin-6-yl]-1H-pyrrole-3-carboxamide C(CCC)N(C(=O)C1=C(N(C(=C1)C=1C=C2CCN(CC2=CC1C(=O)N1CC2=CC=CC=C2C[C@H]1CN1CCOCC1)C(CC1=CC=CC=C1)=O)C)C)C